tert-butyl methyl((4-(4-nitrophenyl)-3,6-dihydropyridin-1(2H)-yl)sulfonyl)carbamate CN(C(OC(C)(C)C)=O)S(=O)(=O)N1CCC(=CC1)C1=CC=C(C=C1)[N+](=O)[O-]